C(CCCCC)OCCCC(=O)NCC 4-hexyloxy-N-ethylbutanamide